O1C(=NCC1)C1=C(C=CC=C1)C=1OCCN1 1,2-bis(2-oxazoline-2-yl)benzene